(2S,3R)-3-(tert-butoxy)-2-decanamido-butyric acid C(C)(C)(C)O[C@@H]([C@@H](C(=O)O)NC(CCCCCCCCC)=O)C